CO[C@H](CNC1=NC(=CC(=C1)C=1C=C(C=CC1C)NC(=O)N1C[C@@H](CC1)CC(F)(F)F)N1CCOCC1)C (S)-N-(3-(2-(((S)-2-methoxypropyl)amino)-6-morpholinopyridin-4-yl)-4-methylphenyl)-3-(2,2,2-trifluoroethyl)pyrrolidine-1-carboxamide